CC1=NOC(=C1C1=CC2=C(N(C(=N2)[C@@H]2CCC(N2C2=CC=C(C=C2)OCCC)=O)[C@H]2CN(CC2)S(=O)(=O)C)C=C1)C (S)-5-(5-(3,5-dimethylisoxazol-4-yl)-1-((R)-1-(methylsulfonyl)pyrrolidin-3-yl)-1H-benzo[d]imidazol-2-yl)-1-(4-propoxyphenyl)pyrrolidin-2-one